CS(=O)(=O)C1=CC=C(OC[C@H]2C[C@H](N(C2)CCC=2C=C(C#N)C=CC2)C)C=C1 3-{2-[(2R,4S)-4-[(4-methanesulfonylphenoxy)methyl]-2-methylpyrrolidin-1-yl]ethyl}benzonitrile